OC1=CC=C(C=C1)C(C)(C)C1=CC=C(C=C1)C(C)(C)C1=CC=C(C=C1)O 1,4-Bis[2-(4-hydroxyphenyl)-2-propyl]benzol